2-[4-[bis[(4-methoxyphenyl)methyl]amino]-2-bromo-3-fluoro-6-methyl-phenyl]acetaldehyde COC1=CC=C(C=C1)CN(C1=C(C(=C(C(=C1)C)CC=O)Br)F)CC1=CC=C(C=C1)OC